3-(trimethoxysilyl) propyl Methacrylate CC(=C)C(=O)OCCC[Si](OC)(OC)OC